C(C)(C)(C)C=1C=C(CO)C=C(C1O)C(C)(C)C 3,5-di-t-butyl-4-hydroxy-benzyl alcohol